(R)-1'-(4-benzyl-1-((2-(trimethylsilyl)ethoxy)methyl)-1H-imidazole-2-carbonyl)-6-chloro-5-fluoro-spiro[benzo[d][1,3]oxazin-4,3'-piperidin]-2(1H)-one C(C1=CC=CC=C1)C=1N=C(N(C1)COCC[Si](C)(C)C)C(=O)N1C[C@@]2(CCC1)C1=C(NC(O2)=O)C=CC(=C1F)Cl